C(CCCCCCC)C(COCC1OC1)CCCCCCCC 2-(((2-octyldecyl)oxy)methyl)oxirane